2-methyl (2S,4S)-4-aminopyrrolidine-1,2-dicarboxylate hydrochloride Cl.N[C@H]1C[C@H](N(C1)C(=O)O)C(=O)OC